COC=1C(=C2C=CNC2=C(C1)C)CN1[C@H](C[C@@H](CC1)OCC1COCCC1)C1=CC=C(C(=O)O)C=C1 4-((2R,4R)-1-((5-methoxy-7-methyl-1H-indol-4-yl)methyl)-4-((tetrahydro-2H-pyran-3-yl)methoxy)piperidin-2-yl)benzoic acid